citronellic acid, geranyl ester C(CC(C)CCC=C(C)C)(=O)OC\C=C(/C)\CCC=C(C)C